(5-Amino-1-(2-cyclopropyl-1H-benzo[d]imidazol-5-yl)-1H-pyrazol-4-yl)(6-bromo-1-(phenylsulfonyl)-1H-indol-2-yl)methanone NC1=C(C=NN1C1=CC2=C(NC(=N2)C2CC2)C=C1)C(=O)C=1N(C2=CC(=CC=C2C1)Br)S(=O)(=O)C1=CC=CC=C1